(R)-2-(2-((tert-butyloxycarbonyl)amino)propoxy)acetic acid C(C)(C)(C)OC(=O)N[C@@H](COCC(=O)O)C